1,3-dimethoxypropan-2-yl (4-nitrophenyl) carbonate C(OC(COC)COC)(OC1=CC=C(C=C1)[N+](=O)[O-])=O